pteridin-4-amine N1=CN=C(C2=NC=CN=C12)N